cyclobutyl 2-(4-amino-1-methyl-1H-pyrazolo[4,3-c]quinoline-8-carbonyl)-2-((5-(trifluoromethyl)pyridin-2-yl)methyl)hydrazine-1-carboxylate NC1=NC=2C=CC(=CC2C2=C1C=NN2C)C(=O)N(NC(=O)OC2CCC2)CC2=NC=C(C=C2)C(F)(F)F